CC(C[C@@H](C(N[C@@H](C[C@H]1C(NCC1)=O)C(COC(F)(F)F)=O)=O)NC(=O)C12OCC(C1)(C2)C(F)(F)F)C N-((S)-4-methyl-1-oxo-1-(((S)-3-oxo-1-((S)-2-oxopyrrolidin-3-yl)-4-(trifluoromethoxy)butan-2-yl)amino)pentan-2-yl)-4-(trifluoromethyl)-2-oxabicyclo[2.1.1]hexane-1-carboxamide